ethyl (6-(5,6-dihydro-2H-pyran-3-yl)thiazolo[4,5-b]pyrazin-2-yl)carbamate O1CC(=CCC1)C=1N=C2C(=NC1)N=C(S2)NC(OCC)=O